NC1=CC2=CC=CC=C2C(=C1)C=O 2-AMINONAPHTHALENE-4-CARBOXALDEHYDE